CCCCCC(=O)O[C@H](CC(=O)[O-])C[N+](C)(C)C Hexanoyl-L-carnitine